1-((3'-(1-cyanocyclopropyl)-2,3,4,5-tetrahydro-[1,1'-biphenyl]-4-yl)methyl)-3-(2-ethynyl-thiazol-4-yl)urea C(#N)C1(CC1)C=1C=C(C=CC1)C=1CCC(CC1)CNC(=O)NC=1N=C(SC1)C#C